(3R,5S)-3,5-dihydroxy-6-(3-methyl-2,6-dioxo-2,3,6,7-tetrahydro-1H-purin-1-yl)hexanoic acid O[C@@H](CC(=O)O)C[C@@H](CN1C(N(C=2N=CNC2C1=O)C)=O)O